(2S)-2-(((2S,5r)-2-(((tert-butoxycarbonyl)-amino) methyl)-3-methyl-7-oxo-1,6-diazabicyclo[3.2.1]oct-3-en-6-yl) oxy)-2-fluoroacetate C(C)(C)(C)OC(=O)NC[C@H]1N2C(N([C@H](C=C1C)C2)O[C@H](C(=O)[O-])F)=O